tetraazaphenalen-3-one N1=NC(C2=NN=CC3=CC=CC1=C23)=O